3,8-diamino-5-(3-diethylaminopropyl)-6-phenylphenanthridinium NC=1C=CC2=C3C=CC(=CC3=C([N+](=C2C1)CCCN(CC)CC)C1=CC=CC=C1)N